BrC1CC2(C1)OCCO2 2-bromo-5,8-dioxaspiro[3.4]octane